C(CCCCCC(C)(C)C)(=O)OOOC(C)(C)C tert-butylperoxy neodecanoate